N-(1H-benzimidazol-2-ylmethyl)-7-bromo-2-[(2R,6S)-2,6-dimethylmorpholin-4-yl]imidazo[2,1-f][1,2,4]triazin-4-amine N1C(=NC2=C1C=CC=C2)CNC2=NC(=NN1C2=NC=C1Br)N1C[C@H](O[C@H](C1)C)C